tert-Butyl 2-[[4-(3-cyanophenyl)-5-(2,6-dimethyl-4-pyridyl)thiazol-2-yl]carbamoyl]-9-oxa-2,6-diazaspiro[4.5]decane-6-carboxylate C(#N)C=1C=C(C=CC1)C=1N=C(SC1C1=CC(=NC(=C1)C)C)NC(=O)N1CC2(CC1)N(CCOC2)C(=O)OC(C)(C)C